1-(2-(2,4-dimethyl-6-(pyridin-2-ylmethyl)phenoxy)ethyl)-4-methylpiperazine CC1=C(OCCN2CCN(CC2)C)C(=CC(=C1)C)CC1=NC=CC=C1